4-(3-((4-((6-(5-chloro-2-fluorophenyl)-3-methylpyridazin-4-yl)amino)pyridin-2-yl)amino)-3-oxopropyl)piperazine-2-carboxylic acid ClC=1C=CC(=C(C1)C1=CC(=C(N=N1)C)NC1=CC(=NC=C1)NC(CCN1CC(NCC1)C(=O)O)=O)F